tert-Butyl (2S)-4-morpholino-2-phenylpiperidine-1-carboxylate O1CCN(CC1)C1C[C@H](N(CC1)C(=O)OC(C)(C)C)C1=CC=CC=C1